4-bromo-2-methoxy-N-methyl-N-(1-methylpiperidin-4-yl)benzenesulfonamide BrC1=CC(=C(C=C1)S(=O)(=O)N(C1CCN(CC1)C)C)OC